C(C)(=O)[C@]1(C=CO[C@@H]([C@]1(O)C(C)=O)COC(C)=O)O 3,4,6-O-triacetyl-D-glucal